Racemic-2-methoxy-5-[[2-oxo-2-[(2R,5S)-2-[2-[1-(dimethylamino)ethyl]-1,3-benzothiazol-5-yl]-5-methyl-1-piperidyl]acetyl]amino]pyridine-3-carboxamide COC1=NC=C(C=C1C(=O)N)NC(C(N1[C@H](CC[C@@H](C1)C)C=1C=CC2=C(N=C(S2)[C@@H](C)N(C)C)C1)=O)=O |&1:29|